3-(4-((4-(2-((S)-4-(4-chlorophenyl)-2,3,9-trimethyl-6H-thieno[3,2-f][1,2,4]triazolo[4,3-a][1,4]diazepin-6-yl)acetyl)piperazin-1-yl)methyl)phenyl)piperidine-2,6-dione ClC1=CC=C(C=C1)C1=N[C@H](C=2N(C3=C1C(=C(S3)C)C)C(=NN2)C)CC(=O)N2CCN(CC2)CC2=CC=C(C=C2)C2C(NC(CC2)=O)=O